tetrahydro-thiophene-1,1-dioxide S1(CCCC1)(=O)=O